N6-(thiazolidine-4-carbonyl)lysine S1CNC(C1)C(=O)NCCCC[C@H](N)C(=O)O